FC(C1=NC=C(C(=O)C2=C(C(=CC=C2)F)NC(CNC(OC(C)(C)C)=O)(C)C)C=C1C)F tert-butyl (2-((2-(6-(difluoromethyl)-5-methylnicotinoyl)-6-fluorophenyl)amino)-2-methylpropyl)carbamate